BrC=1C=NN2CC(NC3=C(C21)C=C(S3)C(=O)N[C@@H]3CNCC[C@H]3C3=CC(=C(C=C3)F)F)=O 10-bromo-N-((3S,4S)-4-(3,4-difluorophenyl)piperidin-3-yl)-5-oxo-5,6-dihydro-4H-pyrazolo[1,5-d]thieno[3,2-f][1,4]diazepine-2-carboxamide